O1COCC2=C1C=CC(=C2)C(N2CCC1(CN(C1)C(=O)OC(C)(C)C)CC2)C2=CC1=C(OCOC1)C=C2 tert-butyl 7-(bis(4H-benzo[d][1,3]dioxin-6-yl)methyl)-2,7-diazaspiro[3.5]nonane-2-carboxylate